C(C=C)(=O)OCC(C(C)O)O 2,3-dihydroxybutyl acrylate